(2Z,3E)-3-(hydroxyimino)-5'-iodo-[2,3'-biindolinylidene]-2'-one O\N=C/1\C(\NC2=CC=CC=C12)=C/1\C(NC2=CC=C(C=C12)I)=O